ClC1=C(C(=CC=C1)F)C1=C(C=CC(=C1)OC)S(=O)(=O)N1CCC(CC1)(C(=O)N[C@H](C)\C=C/S(=O)(=O)C)F 1-((2'-chloro-6'-fluoro-5-methoxy-[1,1'-biphenyl]-2-yl)sulfonyl)-4-fluoro-N-((R,Z)-4-(methylsulfonyl)but-3-en-2-yl)piperidine-4-carboxamide